ClC1=C(OC2=CC=C(C=C2)C2=NN(C3=C2C=NC=C3OC(C)C)[C@H]3CN(CCC3)C(C=C)=O)C=CC=C1OC (R)-1-(3-(3-(4-(2-chloro-3-methoxyphenoxy)phenyl)-7-isopropoxy-1H-pyrazolo[4,3-c]pyridin-1-yl)piperidin-1-yl)prop-2-en-1-one